O=C1C(O)=C(O)[C@H](O1)[C@@H](O)CO.[Na].[Na].[Na] trisodium L-ascorbic acid